tert-butyl (7S,8aS)-7-(3-hydroxy-3-(2-methoxypyridin-4-yl) propyl)-6-oxohexahydropyrrolo[1,2-a]pyrazine-2(1H)-carboxylate OC(CC[C@H]1C[C@@H]2N(CCN(C2)C(=O)OC(C)(C)C)C1=O)C1=CC(=NC=C1)OC